Br.CC(N)C1=CC=C(C=C1)C1=NOC(=N1)C(F)(F)F methyl-1-(4-(5-(trifluoromethyl)-1,2,4-oxadiazol-3-yl)phenyl)methanamine hydrobromide